C(C1=CC=CC=C1)OC(=O)C=1NC=CC1 Pyrrole-2(1H)carboxylic acid benzyl ester